N-(2-((2-(dimethylamino)ethyl)(methyl)amino)-5-((4-(7-fluoro-1-methyl-1H-indol-3-yl)-5-(trifluoromethyl)pyrimidin-2-yl)amino)phenyl)acetamide CN(CCN(C1=C(C=C(C=C1)NC1=NC=C(C(=N1)C1=CN(C2=C(C=CC=C12)F)C)C(F)(F)F)NC(C)=O)C)C